COC=1C=CC2=C(C=C(O2)C2=CC=C(C=C2)OC)C1 5-methoxy-2-(4-methoxyphenyl)-benzofuran